[Ag].[Bi].[Pb] lead-bismuth-silver